(4S)-7-chloro-6-(2,6-difluorophenyl)-4-methyl-8-(trifluoromethyl)-4H-[1,2,4]triazolo[1,5-a][1,4]benzodiazepine-2-Formic acid ClC1=C(C=CC2=C1C(=N[C@H](C=1N2N=C(N1)C(=O)O)C)C1=C(C=CC=C1F)F)C(F)(F)F